N-(3-(4-((2-methoxyethyl)amino)-6-(methylthio)pyridin-2-yl)-1-methyl-1H-pyrrolo[2,3-c]pyridin-5-yl)acetamide COCCNC1=CC(=NC(=C1)SC)C1=CN(C2=CN=C(C=C21)NC(C)=O)C